n-butyl 3,4-perylenedicarboxylate C1=CC(=C2C(=CC=C3C4=CC=CC5=CC=CC(C1=C23)=C45)C(=O)[O-])C(=O)OCCCC